C1(=CC=CC=2C3=CC=CC=C3CC12)C fluorenyl-methane